6-(2,6-Dichlorophenyl)-2-((3-methoxy-4-(4-methylpiperazin-1-yl)phenyl)amino)-8,9-dihydroimidazo[1,2-a]pyrimido[5,4-e]pyrimidin-5(6H)-one ClC1=C(C(=CC=C1)Cl)N1C=2N(C3=C(C1=O)C=NC(=N3)NC3=CC(=C(C=C3)N3CCN(CC3)C)OC)CCN2